CC1(C(C2=CC=CC=C2CC1)=O)OO[Si](C)(C)C 2-Methyl-2-((trimethylsilyl)peroxy)-3,4-dihydronaphthalen-1(2H)-one